1-(5-(1-((2S,6R)-2,6-dimethylmorpholinyl)-3-methylimidazo[1,5-a]quinoxalin-8-yl)pyridin-2-yl)-N-isopropylpiperidin-4-amine C[C@H]1CN(C[C@H](O1)C)C1=NC(=C2N1C1=CC(=CC=C1N=C2)C=2C=CC(=NC2)N2CCC(CC2)NC(C)C)C